ClC=1C(=C(C(=CC1Cl)Cl)OC(C(=O)OC1=C(C(=C(C=C1Cl)Cl)Cl)C(=O)OCCC1=CC=CC=C1)=O)C(=O)OCCC1=CC=CC=C1 bis{3,4,6-trichloro-2-[(2-phenylethoxy)carbonyl] phenyl}oxalate